BrC=1C=2N(C3=CC=CC=C3C1)C(=CC2C(=O)OCC)C(C2=CC=C(C=C2)Br)=O Ethyl 4-bromo-1-(4-bromobenzoyl)pyrrolo[1,2-a]quinoline-3-carboxylate